6-ethyl-3-((3-methoxy-5-(2-(3-(methylamino)propanamido)ethyl)phenyl)amino)-5-((tetrahydro-2H-pyran-4-yl)amino)pyrazine-2-carboxamide C(C)C1=C(N=C(C(=N1)C(=O)N)NC1=CC(=CC(=C1)CCNC(CCNC)=O)OC)NC1CCOCC1